ClC1=C(C=CC(=C1)OC1=NC=NC2=CC(=C3C(=C12)OCCO3)OCCOC)NC(=O)NC3CCC3 1-(2-chloro-4-((5-(2-methoxyethoxy)-2,3-dihydro-[1,4]dioxino[2,3-f]quinazolin-10-yl)oxy)phenyl)-3-cyclobutylurea